C(C)OCC(C(=O)OCCC)C(C)(C)C propyl 2-ethoxymethyl-3,3-dimethylbutyrate